(S)-3-(2-benzyl-3-chloro-7-oxo-2,4,5,7-tetrahydro-6H-pyrazolo[3,4-c]pyridin-6-yl)-5-methyl-2,3,7,8,9,1-hexahydro-[1,4]oxazepino[2,3-g]isoquinolin-4(5H)-one C(C1=CC=CC=C1)N1N=C2C(N(CCC2=C1Cl)[C@@H]1C(N(C=2C(=CC=3CCNCC3C2)OC1)C)=O)=O